2-((4-(cycloheptyloxy)phenyl)amino)-4-methyl-5-(1-(guanidinoimino)ethyl)-thiazole C1(CCCCCC1)OC1=CC=C(C=C1)NC=1SC(=C(N1)C)C(C)=NNC(=N)N